4-((2-(4-chloro-3-methoxyphenyl)thiazol-4-yl)thio)-1H-1,2,3-triazole-5-carboxylic acid ClC1=C(C=C(C=C1)C=1SC=C(N1)SC=1N=NNC1C(=O)O)OC